2-chloro-5-(trifluoromethyl)-N-[(1-tritylpyrazol-3-yl)methyl]pyrimidin-4-amine ClC1=NC=C(C(=N1)NCC1=NN(C=C1)C(C1=CC=CC=C1)(C1=CC=CC=C1)C1=CC=CC=C1)C(F)(F)F